(1R)-1-{5-[2-(1H-imidazol-1-yl)-5-(trifluoromethyl)pyridin-4-yl]-1,2,4-oxadiazol-3-yl}-6-azaspiro[2.5]octane-6-sulfonamide N1(C=NC=C1)C1=NC=C(C(=C1)C1=NC(=NO1)[C@@H]1CC12CCN(CC2)S(=O)(=O)N)C(F)(F)F